tert-butyl (3-(7-carbamoyl-1H-indol-4-yl)cyclohex-2-en-1-yl)carbamate C(N)(=O)C=1C=CC(=C2C=CNC12)C1=CC(CCC1)NC(OC(C)(C)C)=O